COC(=O)C1=CN=C(S1)C1=NC=CN=C1[C@@H](C)N1C(C2=CC=CC=C2C1=O)=O |r| (rac)-2-{3-[1-(1,3-dioxo-1,3-dihydro-2H-isoindol-2-yl)ethyl]pyrazin-2-yl}-1,3-thiazole-5-carboxylic acid methyl ester